C(C)(=O)N1CC(C2(CC1)CCN(CC2)C2=NC=C(N=C2)SC2=C(C(=CC=C2)C#CC2=NN(C=C2)C)Cl)NC(OC(C)(C)C)=O tert-butyl (3-acetyl-9-(5-((2-chloro-3-((1-methyl-1H-pyrazol-3-yl)ethynyl)phenyl)thio)pyrazin-2-yl)-3,9-diazaspiro[5.5]undecane-1-yl)carbamate